(1R,2S)-5'-methoxy-2-(3-[[5-methoxy-6-(morpholin-4-yl)pyrimidin-4-yl](methyl)amino]-1H-indazol-6-yl)-1'H-spiro[cyclopropane-1,3'-indol]-2'-one COC=1C=C2[C@]3(C(NC2=CC1)=O)[C@@H](C3)C3=CC=C1C(=NNC1=C3)N(C)C3=NC=NC(=C3OC)N3CCOCC3